4-(4-Hydroxy-3,5-dimethylphenyl)-2-methylquinoline OC1=C(C=C(C=C1C)C1=CC(=NC2=CC=CC=C12)C)C